[Ni].[Ag].[Pt].COC=1C=C(C=CC1)[C@@]1([C@H](CCCC1)CC1=NC=CC=C1)O (1R,2R)-1-(3-methoxyphenyl)-2-(pyridin-2-ylmethyl)cyclohexanol platinum-silver-nickel